N-(3-dibutylaminopropyl)lauroylamide C(CCC)N(CCCCCCCCCCCCCCC(=O)[NH-])CCCC